2-(4-chlorophenyl)-2-oxoacetic acid ClC1=CC=C(C=C1)C(C(=O)O)=O